4-((S)-4-acryloyl-2-methylpiperazin-1-yl)-7-(2-amino-6-fluorophenyl)-6-chloro-1-(2-isopropyl-4-methylpyridin-3-yl)-2-oxo-1,2-dihydro-1,8-naphthyridine-3-carbonitrile C(C=C)(=O)N1C[C@@H](N(CC1)C1=C(C(N(C2=NC(=C(C=C12)Cl)C1=C(C=CC=C1F)N)C=1C(=NC=CC1C)C(C)C)=O)C#N)C